tert-Butyl 1-oxo-7-aza-7-spiro[3.5]nonanecarboxylate O=C1CCC12CCN(CC2)C(=O)OC(C)(C)C